C(C)(=O)N1CCC(CC1)N1N=CC(=C1C(=O)NC1=NC=C(C=C1F)C#CC1=CC(=CC=C1)F)Cl 1-(1-acetylpiperidin-4-yl)-4-chloro-N-(3-fluoro-5-((3-fluorophenyl)ethynyl)pyridin-2-yl)-1H-pyrazole-5-carboxamide